di(2,6-diisopropylphenyl)bis(propoxymethyl)silane C(C)(C)C1=C(C(=CC=C1)C(C)C)[Si](COCCC)(COCCC)C1=C(C=CC=C1C(C)C)C(C)C